3-(2-((tert-butoxycarbonyl)oxy)-2,2-diphenylacetoxy)spiro[bicyclo[3.2.1]octane-8,1'-pyrrolidin]-8-ium 2,2,2-trifluoroacetate FC(C(=O)[O-])(F)F.C(C)(C)(C)OC(=O)OC(C(=O)OC1CC2CCC(C1)[N+]21CCCC1)(C1=CC=CC=C1)C1=CC=CC=C1